FC=1C=CC(=NC1)C=1C(=NC(=CC1N1N=CC(=C1)OC)C)C(=O)N (5-Fluoropyridin-2-yl)-4-(4-methoxy-1H-pyrazol-1-yl)-6-methylpicolinamide